7-methoxy-2,2-dimethyl-8-(thiophen-2-yl)chromane COC1=CC=C2CCC(OC2=C1C=1SC=CC1)(C)C